(2,6-difluoropyridin-3-yl)(pyridin-4-yl)methanol Tri(3-ethyl-2-methyl-2-pentyl)citrat C(C)C(C(C)(C)C(C(C(C(=O)O)(C(C)(C(CC)CC)C)C(C)(C(CC)CC)C)(O)C(=O)O)C(=O)O)CC.FC1=NC(=CC=C1C(O)C1=CC=NC=C1)F